3-(4-(1-aminoethyl)-6-methyl-1-oxoisoindolin-2-yl)-8-azabicyclo[3.2.1]octane-8-carboxylate NC(C)C1=C2CN(C(C2=CC(=C1)C)=O)C1CC2CCC(C1)N2C(=O)[O-]